4-amino-N1,N7-bis(2-(1-(4-((6-amino-2-butoxy-8-oxo-7H-purin-9(8H)-yl)methyl)benzyl)piperidin-4-yl)ethyl)heptanediamide NC(CCC(=O)NCCC1CCN(CC1)CC1=CC=C(C=C1)CN1C2=NC(=NC(=C2NC1=O)N)OCCCC)CCC(=O)NCCC1CCN(CC1)CC1=CC=C(C=C1)CN1C2=NC(=NC(=C2NC1=O)N)OCCCC